(2R,4S)-N1-(4-chlorophenyl)-N2-(5-((+)-1-(3-(4-chlorophenyl)ureido)-1-(3-cyanophenyl)-3-cyclopropylpropyl)-2-fluorophenyl)-4-hydroxy-4-phenylpyrrolidine-1,2-dicarboxamide ClC1=CC=C(C=C1)NC(=O)N1[C@H](C[C@@](C1)(C1=CC=CC=C1)O)C(=O)NC1=C(C=CC(=C1)C(CCC1CC1)(C1=CC(=CC=C1)C#N)NC(=O)NC1=CC=C(C=C1)Cl)F